(1-((1-(4-chlorobenzyl)-1H-pyrazol-4-yl)methyl)azetidin-3-yl)-4-cyclopropyl-1H-imidazole-2-carboxamide ClC1=CC=C(CN2N=CC(=C2)CN2CC(C2)N2C(=NC(=C2)C2CC2)C(=O)N)C=C1